FC=1C=C2C(=NC1)N(C=C2C2=NC(=CC(=N2)NC2C(C1CCC2CC1)C(=O)OC)C#CC1=CC=CC=C1)S(=O)(=O)C1=CC=C(C)C=C1 (+/-)-trans-methyl 3-((2-(5-fluoro-1-tosyl-1H-pyrrolo[2,3-b]pyridine-3-yl)-6-(phenylethynyl)pyrimidin-4-yl)amino)bicyclo[2.2.2]octane-2-carboxylate